C[Si](OC(=C)C=CC)(C)C 2-trimethylsiloxy-1,3-pentadiene